(((6-fluoropyridin-3-yl)methyl)(pyrimidin-5-yl)amino)benzonitrile FC1=CC=C(C=N1)CN(C=1C=NC=NC1)C1=C(C#N)C=CC=C1